N12C[C@H](C(CC1)CC2)OC(N[C@@H]2C(CC1=CC(=C(C=C21)F)C2=CC(=CC=C2)OCCC)(C)C)=O (S)-quinuclidin-3-yl((R)-6-fluoro-2,2-dimethyl-5-(3-propoxyphenyl)-2,3-dihydro-1H-inden-1-yl)carbamate